1-(2-(tert-butoxy)-2-oxoethyl) 4-(2-tosylethyl) 2-methylenesuccinate C=C(C(=O)OCC(=O)OC(C)(C)C)CC(=O)OCCS(=O)(=O)C1=CC=C(C)C=C1